N1=CC(=CC=C1)C=1C(=C(C(=C(C1N1C2=CC=CC=C2C=2C=CC=CC12)N1C2=CC=CC=C2C=2C=CC=CC12)C1=CC=NC=C1)N1C2=CC=CC=C2C=2C=CC=CC12)N1C2=CC=CC=C2C=2C=CC=CC12 9,9',9'',9'''-(3-(pyridin-3-yl)-6-(pyridin-4-yl)benzene-1,2,4,5-tetrayl)tetrakis(9H-carbazole)